ClC1=CC=C(C(=N1)C=1C=C(C(=C(C=O)C1)O)F)N[C@H](C)C=1C=C(C=C2C(C(=C(OC12)N1CCC(CC1)(C)C)C)=O)C (R)-5-(6-chloro-3-((1-(2-(4,4-dimethylpiperidin-1-yl)-3,6-dimethyl-4-oxo-4H-chromen-8-yl)ethyl)amino)pyridin-2-yl)-3-fluoro-2-hydroxybenzaldehyde